N-(4-chloro-3-(trifluoro-methyl)phenyl)-6-(pyrazolo-[1,5-a]pyrazine-3-carbonyl)-4,5,6,7-tetrahydrothieno[2,3-c]pyridine-3-carboxamide ClC1=C(C=C(C=C1)NC(=O)C1=CSC=2CN(CCC21)C(=O)C=2C=NN1C2C=NC=C1)C(F)(F)F